C(C=C)(=O)N1C2=C(SCC1)C(=CC=C2)C2=C1C(=C(NC1=C(C=C2F)C(=O)N)C)C (RS)-4-(4-acryloyl-3,4-dihydro-2H-benzo[b][1,4]thiazin-8-yl)-5-fluoro-2,3-dimethyl-1H-indole-7-carboxamide